3-ethyl-7-(chloromethyl)-3,4-dihydro-1H-1,5-naphthyridin-2-one C(C)C1C(NC2=CC(=CN=C2C1)CCl)=O